BrC1=NC=CC(=C1)CC(=O)O 2-(2-bromo-4-pyridinyl)acetic acid